7-Bromo-3-ethyl-8-methoxy-5-phenyl-2,3,4,5-tetrahydro-1,5-benzothiazepine 1,1-dioxide BrC=1C(=CC2=C(N(CC(CS2(=O)=O)CC)C2=CC=CC=C2)C1)OC